[({N-[(9H-fluoren-9-ylmethoxy)carbonyl]glycyl}amino)methoxy]benzyl acetate C(C)(=O)OC(C1=CC=CC=C1)OCNC(CNC(=O)OCC1C2=CC=CC=C2C=2C=CC=CC12)=O